FC1=C(CN2C[C@@H]3[C@H](C2)CC(C3)NC=3N=NC(=CC3)C3=C(C(=CC(=C3)F)F)F)C=CC=C1F (3aR,5s,6aS)-2-(2,3-difluorobenzyl)-N-(6-(2,3,5-trifluorophenyl)pyridazin-3-yl)octahydrocyclopenta[c]pyrrol-5-amine